N-phenyldodecane-1,12-diamine C1(=CC=CC=C1)NCCCCCCCCCCCCN